C12CN(CC2C1)C(CC1=CC=C(C=C1)NC(=O)NCC1=CC=C(C=C1)OC)=O ({4-[2-(3-azabicyclo[3.1.0]hex-3-yl)-2-oxoethyl]phenyl}amino)-N-[(4-methoxyphenyl)methyl]carboxamide